F[C@@H]1[C@H]([C@@]12CC=1C(=NOC1C1=CC(=CC=C21)N2C(CCC2)=O)NS(=O)(=O)C2=C(C=CC=C2OC)OC)C |o1:1,2,3| Rel-N-((1R,2R,3S)-2-fluoro-3-methyl-8'-(2-oxopyrrolidin-1-yl)-4'H-spiro[cyclopropane-1,5'-naphtho[2,1-d]isoxazol]-3'-yl)-2,6-dimethoxybenzenesulfonamide